triaminonaphthylmethyl-triazine NC1=C(C(=C(C2=CC=CC=C12)CC1=NN=NC=C1)N)N